4-(((Ethoxycarbonyl)oxy)methoxy)-7-methoxy-2-methyl-3-(4'-(trifluoromethoxy)-[1,1'-biphenyl]-4-yl)quinoline 1-oxide C(C)OC(=O)OCOC1=C(C(=[N+](C2=CC(=CC=C12)OC)[O-])C)C1=CC=C(C=C1)C1=CC=C(C=C1)OC(F)(F)F